1,1-dioxo-6-bromo-2,3-dihydrobenzo[b]thiophene O=S1(C2=C(CC1)C=CC(=C2)Br)=O